O[C@@H]1CN(CC1)C=1C=CC=2N(N1)C(=CN2)C#CC=2C(=C(C(=O)NC1=CC(=CC=C1)C(F)(F)F)C=CC2)C (S)-3-((6-(3-hydroxypyrrolidin-1-yl)imidazo[1,2-b]pyridazin-3-yl)ethynyl)-2-methyl-N-(3-(trifluoromethyl)phenyl)benzamide